C(=O)(O)CNCC=1C(NC(N([C@H]2[C@H](O)[C@H](O)[C@@H](CO)O2)C1)=S)=O 5-carboxymethylaminomethyl-2-Thiouridine